2-fluoro-4-(4-methylpyridin-3-yl)phenol FC1=C(C=CC(=C1)C=1C=NC=CC1C)O